6-[8-(1,3-benzothiazol-2-ylcarbamoyl)-3,4-dihydroisoquinolin-2(1H)-yl]-3-[1-(3-methylbenzyl)-1H-pyrazol-4-yl]pyridine-2-carboxylic acid S1C(=NC2=C1C=CC=C2)NC(=O)C=2C=CC=C1CCN(CC21)C2=CC=C(C(=N2)C(=O)O)C=2C=NN(C2)CC2=CC(=CC=C2)C